3-(4-tolyl)-5-trifluoromethyl-1,3,4-oxadiazole C1(=CC=C(C=C1)N1COC(=N1)C(F)(F)F)C